ClC1=CC(=NC(=N1)OC)N1C2(CC(C1)(C2)CN2CCOCC2)CO (2-(6-chloro-2-methoxypyrimidin-4-yl)-4-(morpholinomethyl)-2-azabicyclo[2.1.1]hex-1-yl)methanol